FC1=C(C(=C(C(=C1[B-](C1=C(C(=C(C(=C1F)F)F)F)F)(C1=C(C(=C(C(=C1F)F)F)F)F)C1=C(C(=C(C(=C1F)F)F)F)F)F)F)F)F.C1(=CC=C(C=C1)[S+](C1=CC=C(C=C1)C)C1=CC=C(C=C1)C)C Tri-p-tolyl-sulfonium tetrakis(pentafluorophenyl)borate